C(CCCCCCCCCCCCCCCCC)(=O)[O-].C(CCCCCCCCCCCCCCCCC)(=O)[O-].C(CCCCCCCCCCCCCCCCC)(=O)[O-].[Ti+3] Titanium tristearate